[CH2-]CCCCC(=O)[O-] hexaneidate